9-isooctyl-3,6-bis(4,4',5,5'-tetramethyl-1,3,2-dioxaborolan-2-yl)-9H-carbazole C(CCCCC(C)C)N1C2=CC=C(C=C2C=2C=C(C=CC12)B1OC(C(O1)(C)C)(C)C)B1OC(C(O1)(C)C)(C)C